FC1=C(C=C(C(=C1)C)F)[C@@H]1[C@@H](C=2C=CC(=CC2C(C1)(F)F)O)C1=CC=C(C=C1)N1CCC(CC1)C(OC)OC (5R,6S)-6-(2,5-difluoro-4-methylphenyl)-5-(4-(4-(dimethoxymethyl)piperidin-1-yl)phenyl)-8,8-difluoro-5,6,7,8-tetrahydronaphthalen-2-ol